6-(2-bromo-4,5-dimethoxyphenyl)-4-oxo-4H-pyran-3-carboxylic acid ethyl ester C(C)OC(=O)C1=COC(=CC1=O)C1=C(C=C(C(=C1)OC)OC)Br